(S)-N-(5-(2-(methylthio)-4-nitrobenzamido)-1-(5-(naphthalen-2-yl)-1H-imidazol-2-yl)pentyl)thiazole-5-carboxamide CSC1=C(C(=O)NCCCC[C@@H](C=2NC(=CN2)C2=CC3=CC=CC=C3C=C2)NC(=O)C2=CN=CS2)C=CC(=C1)[N+](=O)[O-]